(R,E)-N-((1,2,3,5,6,7-Hexahydro-s-indacen-4-yl)carbamoyl)-2-(1-(Thiazol-2-ylmethyl)pyrrolidin-2-yl)ethen-1-sulfonamid C1CCC2=C(C=3CCCC3C=C12)NC(=O)NS(=O)(=O)\C=C\[C@@H]1N(CCC1)CC=1SC=CN1